[(3S)-3-amino-4-[(tert-butyldimethylsilyl)oxy]but-1-yn-1-yl]triisopropylsilane N[C@@H](C#C[Si](C(C)C)(C(C)C)C(C)C)CO[Si](C)(C)C(C)(C)C